[N+](=O)([O-])[SiH3] nitro-silane